OC1=CC=C(C=C1)C(=C1CC(CCC1=O)=O)C1=CC=C(C=C1)O 4-[bis(4-hydroxyphenyl)methylene]-2,5-cyclohexanedione